4-chloro-1-((E)-3-((2R,3S)-3-hydroxypiperidin-2-yl)allyl)-1H-indole-3-carboxylic acid methyl ester COC(=O)C1=CN(C2=CC=CC(=C12)Cl)C\C=C\[C@H]1NCCC[C@@H]1O